2-(3-(ethylthio)-5-methyl-4-nitrophenyl)-6-fluoro-1,2,3,4-Tetrahydroisoquinoline C(C)SC=1C=C(C=C(C1[N+](=O)[O-])C)N1CC2=CC=C(C=C2CC1)F